C(C)(C)(C)OC(=O)N1C(=CC=2C1=NC(=CC2)Cl)C2=CC=CC1=CC=CC=C21 6-chloro-2-(naphthalen-1-yl)-1H-pyrrolo[2,3-b]pyridine-1-carboxylic acid tert-butyl ester